methyl (2R,7aR)-2-fluoro-6-methyltetrahydro-1H-pyrrolizine-7a(5H)-carboxylate F[C@@H]1C[C@]2(CC(CN2C1)C)C(=O)OC